FOP(OF)(O)=O difluoro(phosphoric acid)